ClC1=C(C=CC=C1)C=1N=CNC1 4-(2'-chlorophenyl)imidazole